FC=1C(=C(C=CC1)O)C=1N=NC(=C2C1C=NC=C2)NC2CC(CC2)O 3-fluoro-2-(1-((3-hydroxycyclopentyl)amino)pyrido[3,4-d]pyridazin-4-yl)phenol